1-tert-butyl 6-methyl 3-[(tert-butoxycarbonyl)amino]indazole-1,6-dicarboxylate C(C)(C)(C)OC(=O)NC1=NN(C2=CC(=CC=C12)C(=O)OC)C(=O)OC(C)(C)C